O=C1NC=CC=C1C(=O)NC1=CC=C(C=C1)OC(F)(F)F 2-Oxo-N-[4-(trifluoromethoxy)phenyl]-1H-pyridine-3-carboxamide